3-bromotricyclo[3.3.1.13,7]dec-1-ylmethyl-1H-pyrazole BrC12CC3(CC(CC(C1)C3)C2)CN2N=CC=C2